C(C=C)(=O)SSC1=CC=C(C=C1)C1SCCS1 (4-(1,3-dithiolan-2-yl) phenyl) prop-2-ene(dithioperoxoate)